4-methacryloyloxyethoxy-4'-methoxybenzophenone C(C(=C)C)(=O)OCCOC1=CC=C(C(=O)C2=CC=C(C=C2)OC)C=C1